5-((2,5-dichloro-4-(5-(8-chloro-6-(trifluoromethyl)imidazo[1,2-a]pyridin-2-yl)-1,2,4-oxadiazol-3-yl)phenoxy)methyl)pyrrolidin-2-one ClC1=C(OCC2CCC(N2)=O)C=C(C(=C1)C1=NOC(=N1)C=1N=C2N(C=C(C=C2Cl)C(F)(F)F)C1)Cl